C(CC(=O)[O-])(=O)[O-].[NH4+].[NH4+] ammonium malonate salt